methyl 2-(2-chloro-6-fluorophenyl)-2-methylpropionate ClC1=C(C(=CC=C1)F)C(C(=O)OC)(C)C